(7-chloro-2,3-dihydro-4H-benzo[b][1,4]oxazin-4-yl)(6-(4-(trifluoromethyl)phenyl)pyrazin-2-yl)methanone ClC=1C=CC2=C(OCCN2C(=O)C2=NC(=CN=C2)C2=CC=C(C=C2)C(F)(F)F)C1